O=C1NC(CCC1N1CC2=NC(=CC=C2C1=O)N1CCN(CC1)C1CC(C1)OC1CCN(CC1)C(=O)OC(C)(C)C)=O tert-butyl 4-[3-[4-[6-(2,6-dioxo-3-piperidyl)-5-oxo-7H-pyrrolo[3,4-b]pyridine-2-yl]piperazin-1-yl]cyclobutoxy]piperidine-1-carboxylate